OC1=C(N=CNC1=O)C[C@@H](C1=CC=C(C=C1)C#CC1=CC=C(C=C1)CN1CC(C1)OC)NS(=O)(=O)C (S)-N-(2-(5-hydroxy-6-oxo-1,6-dihydropyrimidin-4-yl)-1-(4-((4-((3-methoxyazetidin-1-yl)methyl)phenyl)ethynyl)phenyl)ethyl)methanesulfonamide